triCyclodecane C1C2CC3CC1CC(C2)(C3)N.Cl